tert-butyl (5-(4-acetamidophenyl)thiazolo[5,4-b]pyridin-2-yl)carbamate C(C)(=O)NC1=CC=C(C=C1)C1=CC=C2C(=N1)SC(=N2)NC(OC(C)(C)C)=O